2-[[5-[2-(azepan-1-yl)-4-nitrophenyl]-4-methyl-1,2,4-triazol-3-yl]sulfanyl]-N,N-dimethylethylamine N1(CCCCCC1)C1=C(C=CC(=C1)[N+](=O)[O-])C=1N(C(=NN1)SCCN(C)C)C